4-(3-bromo-4-fluorobenzyl)-6,7-dimethoxy-phthalazin-1(2H)-one BrC=1C=C(CC2=NNC(C3=CC(=C(C=C23)OC)OC)=O)C=CC1F